N-[3-[2-(difluoromethoxy)-5-isopropylsulfanyl-phenyl]-1-[2-oxo-2-[4-(piperazine-1-carbonyl)-1-piperidyl]ethyl]pyrazol-4-yl]pyrazolo[1,5-a]pyrimidine-3-carboxamide FC(OC1=C(C=C(C=C1)SC(C)C)C1=NN(C=C1NC(=O)C=1C=NN2C1N=CC=C2)CC(N2CCC(CC2)C(=O)N2CCNCC2)=O)F